(S)-2-(1-isopropyl-3-methyl-4-oxo-1,4-dihydro-5H-pyrazolo[3,4-d]pyridazin-5-yl)-N-(1-(4-(methyl-d3)phenyl)ethyl)acetamide C(C)(C)N1N=C(C2=C1C=NN(C2=O)CC(=O)N[C@@H](C)C2=CC=C(C=C2)C([2H])([2H])[2H])C